P(=S)(OCCCCOC(C=C)=O)(O)O acryloyloxybutyl dihydrogen Thiophosphate